ClC=1C=C(C=NC1)C1=CC[C@@H](CN1C(=O)OC(C)(C)C)C |r| tert-Butyl rac-(3S)-6-(5-chloro-3-pyridyl)-3-methyl-3,4-dihydro-2H-pyridine-1-carboxylate